F[B-](F)(F)F.N1N=NC2=C1N=CC=C2OC(=[N+](C)C)N(C)C (7-Azabenzotriazolyl)tetramethyl-uronium tetrafluoroborate